methyl (S)-2-(4-bromo-3-fluorobenzyl)-3-(oxetan-2-ylmethyl)-3H-imidazo[4,5-b]pyridine-5-carboxylate BrC1=C(C=C(CC2=NC=3C(=NC(=CC3)C(=O)OC)N2C[C@H]2OCC2)C=C1)F